[(2S,3S,4R,5R)-5-[4-(3-azabicyclo[3.1.0]-hexan-3-yl)-6-cyano-pyrazolo[3,4-d]-pyrimidin-1-yl]-3,4-dihydroxy-tetrahydro-furan-2-yl]methyl-sulfonylmethylphosphonic acid C12CN(CC2C1)C1=C2C(=NC(=N1)C#N)N(N=C2)[C@H]2[C@@H]([C@@H]([C@H](O2)CS(=O)(=O)CP(O)(O)=O)O)O